tert-Butyl 4-((1R,4R)-4-(2-(1H-imidazol-1-yl)pyrimidine-4-carboxamido)cyclohexyl)piperazine-1-carboxylate N1(C=NC=C1)C1=NC=CC(=N1)C(=O)NC1CCC(CC1)N1CCN(CC1)C(=O)OC(C)(C)C